BrC1=NN2C(N=C(C=C2NCC2(CN(C2)C(=O)N)C2=CC=C(C=C2)Cl)C(F)(F)F)=C1 3-(((2-Bromo-5-(trifluoromethyl)pyrazolo[1,5-a]pyrimidin-7-yl)amino)methyl)-3-(4-chlorophenyl)azetidine-1-carboxamide